N-(4-((5-(4-(1H-imidazol-1-yl)phenyl)-1H-pyrazol-3-yl)amino)-3-methylphenyl)methansulfonamid N1(C=NC=C1)C1=CC=C(C=C1)C1=CC(=NN1)NC1=C(C=C(C=C1)NS(=O)(=O)C)C